ClC=1C=CC=C2C3(CCCCC3=NC12)CC1=C(C(=O)O)C=CC=C1 2-((8-chloro-1,2,3,4-tetrahydro-4aH-carbazol-4a-yl)methyl)benzoic acid